NC1(CC1)C(=O)N 1-aminocyclopropane-1-formamide